C(C)(C)(C)C1=C2CC(COC2=CC=C1)(C(=O)O)C 5-(tert-Butyl)-3-methylchromane-3-carboxylic acid